ethyl 3-((hydroxyimino)methyl)-1-methyl-1H-pyrazole-5-carboxylate ON=CC1=NN(C(=C1)C(=O)OCC)C